C(C1=CC=CC=C1)O[C@@H]1CO[C@@H]([C@H]([C@H]1OCC1=CC=CC=C1)OCC1=CC=CC=C1)C (3R,4S,5R,6R)-3,4,5-tri(benzyloxy)-tetrahydro-6-methyl-pyran